calcium iron carbonate salt C([O-])([O-])=O.[Fe+2].[Ca+2].C([O-])([O-])=O